5-bromo-2-chloro-3-((1-((2,4-dimethyl-6-oxo-1,6-dihydro-pyrimidin-5-yl)methyl)-6-oxo-4-(trifluoromethyl)-1,6-dihydropyrimidin-5-yl)oxy)benzonitrile BrC=1C=C(C(=C(C#N)C1)Cl)OC1=C(N=CN(C1=O)CC1=C(N=C(NC1=O)C)C)C(F)(F)F